Cl.Cl.FC1=C(C=CC(=C1)C1CNCC1)C=1N=C2SC3=C(N2C1)C=C(C(=C3)C(=O)NCCCN3CCC(CC3)F)OC (2-fluoro-4-(pyrrolidin-3-yl)phenyl)-N-(3-(4-fluoropiperidin-1-yl)propyl)-6-methoxybenzo[d]imidazo[2,1-b]thiazole-7-carboxamide dihydrochloride